1,10-Diamino-4,7-dioxadecan NCCCOCCOCCCN